(1R,3S)-3-(3-(2-(2-formyl-3-hydroxy-5-methoxyphenoxy)acetamido)-1H-pyrazol-5-yl)cyclopentyl 3-methyl-2,3-diazabicyclo[2.2.1]heptane-2-carboxylate CN1N(C2CCC1C2)C(=O)O[C@H]2C[C@H](CC2)C2=CC(=NN2)NC(COC2=C(C(=CC(=C2)OC)O)C=O)=O